CN1C(=NN=C1)C1(CC(C1)=O)C=1C=C(C=CC1)N1C(C2=CC(=CC(=C2C1)C(F)(F)F)CNC1(CCC1)C)=O 2-(3-(1-(4-methyl-4H-1,2,4-triazol-3-yl)-3-oxocyclobutyl)phenyl)-6-(((1-methylcyclobutyl)amino)methyl)-4-(trifluoromethyl)isoindolin-1-one